6-chloro-N-{3-[2-(4-chloro-3-fluorophenoxy)acetamido]bicyclo[1.1.1]pent-1-yl}-4-[4-(trifluoromethoxy)benzoyl]-3,4-dihydro-2H-1,4-benzoxazine-2-carboxamide ClC=1C=CC2=C(N(CC(O2)C(=O)NC23CC(C2)(C3)NC(COC3=CC(=C(C=C3)Cl)F)=O)C(C3=CC=C(C=C3)OC(F)(F)F)=O)C1